1-(7-methylthieno[3,2-d]pyrimidin-4-yl)-N-(3-(pyridin-3-yl)propyl)piperidin-4-amine CC1=CSC2=C1N=CN=C2N2CCC(CC2)NCCCC=2C=NC=CC2